1-glyceryl oleate C(CCCCCCC\C=C/CCCCCCCC)(=O)OCC(O)CO